N-(2-(pyridine-2-yl)ethyl)-3-p-menthanecarboxamide N1=C(C=CC=C1)CCNC(=O)C1CC(CCC1C(C)C)C